isopropyl trans-N-[4-[5-[2-(tert-butylsulfamoyl)-4-isopentyloxy-phenyl]thiazol-2-yl]cyclohexyl]carbamate C(C)(C)(C)NS(=O)(=O)C1=C(C=CC(=C1)OCCC(C)C)C1=CN=C(S1)[C@@H]1CC[C@H](CC1)NC(OC(C)C)=O